((2-(((5S,8S,10aR)-3-acetyl-8-(diphenylcarbamoyl)-6-oxodecahydro-pyrrolo[1,2-a][1,5]diazocin-5-yl)carbamoyl)-1H-indol-5-yl)difluorometh-yl)phosphonic acid C(C)(=O)N1CC[C@@H]2N(C([C@H](C1)NC(=O)C=1NC3=CC=C(C=C3C1)C(F)(F)P(O)(O)=O)=O)[C@@H](CC2)C(N(C2=CC=CC=C2)C2=CC=CC=C2)=O